4-[1,5-bis(fluoromethyl)-8-oxabicyclo[3.2.1]octan-3-yl]-2-(4,4-dimethylcyclohexen-1-yl)aniline FCC12CC(CC(CC1)(O2)CF)C2=CC(=C(N)C=C2)C2=CCC(CC2)(C)C